(R)-5-bromo-1-(tetrahydrofuran-3-yl)-1H-indazol-3-carboxylic acid methyl ester COC(=O)C1=NN(C2=CC=C(C=C12)Br)[C@H]1COCC1